3-(1-amino-2-methylpropan-2-yl)-4-methyl-N-(2-((4-(3-(1-methyl-1H-pyrazol-3-yl)phenyl)thiazol-2-yl)amino)-2-oxoethyl)benzamide NCC(C)(C)C=1C=C(C(=O)NCC(=O)NC=2SC=C(N2)C2=CC(=CC=C2)C2=NN(C=C2)C)C=CC1C